(S)-7-((3S,5R)-3,5-dimethylpiperazin-1-yl)-10-(4-fluorophenyl)-3-((trideuteriomethoxy)methyl)-9-(trifluoromethyl)-2H-[1,4]thiazino[2,3,4-ij]quinazolin-5(3H)-one C[C@H]1CN(C[C@H](N1)C)C1=NC(N2C3=C(C(=C(C=C13)C(F)(F)F)C1=CC=C(C=C1)F)SC[C@@H]2COC([2H])([2H])[2H])=O